C1(=C(C=CC=C1)C1=C2C=CC(C(=C3C=CC(=C(C=4C=CC(=C(C5=CC=C1N5)C5=C(C=CC=C5)C)N4)C4=C(C=CC=C4)C)N3)C3=C(C=CC=C3)C)=N2)C tetratolyl-porphyrin